ClC1=C(C=C(OC2CN(C2)C(=O)N2C[C@@H]3[C@@H](OCC(N3)=O)CC2)C=C1)C1CC1 (+)-(4aR,8aS)-6-[3-(4-Chloro-3-cyclopropylphenoxy)azetidine-1-carbonyl]-4,4a,5,7,8,8a-hexahydropyrido[4,3-b][1,4]oxazin-3-one